2-oxapyrrole N=1OC=CC1